C1(CC1)C1=C(C(=NO1)C1=C(C=CC=C1Cl)Cl)/C=C/C1CCN(CC1)C=1C=CC(=NC1)C(=O)O (E)-5-(4-(2-(5-cyclopropyl-3-(2,6-dichlorophenyl)isoxazol-4-yl)vinyl)piperidin-1-yl)pyridine-2-carboxylic acid